[Cu].[Ti].[V] vanadium-titanium-copper